C(#N)CC1=NC=CC(=C1C(=O)N)C(F)(F)F (cyanomethyl)-4-(trifluoromethyl)pyridine-3-carboxamide